C(C)(C)(C)OC(=O)N[C@H](CCOC1CCCCC1)C(=O)OC methyl N-(tert-butoxycarbonyl)-O-cyclohexyl-D-homoserinate